(Undecyl)4-Undecyloxymethyl-2,2-dimethyl-1,3-dioxolane C(CCCCCCCCCC)C1(OC(OC1)(C)C)COCCCCCCCCCCC